3-(5-(4-(((S)-3-(2-hydroxypropan-2-yl)pyrrolidin-1-yl)methyl)pyridin-2-yl)-1-oxoisoindolin-2-yl)piperidine-2,6-dione OC(C)(C)[C@@H]1CN(CC1)CC1=CC(=NC=C1)C=1C=C2CN(C(C2=CC1)=O)C1C(NC(CC1)=O)=O